C(C)(C)C1=CC(=NN1C1=CC=C(C=C1)OC(F)(F)F)N1CC(C1)(C)OCCN1CCOCC1 4-[2-[1-[5-isopropyl-1-[4-(trifluoromethoxy)phenyl]pyrazol-3-yl]-3-methyl-azetidin-3-yl]oxyethyl]morpholine